S(=O)(=O)([O-])[O-].[In+3].S(=O)(=O)([O-])[O-].S(=O)(=O)([O-])[O-].[In+3] Indium sulfat